2-{[3-(4-fluorophenyl)-5-methyl-1,2-oxazol-4-yl]methoxy}-N-(oxolan-3-yl)-5,6,7,8-tetrahydro-1,6-naphthyridine-6-carboxamide FC1=CC=C(C=C1)C1=NOC(=C1COC1=NC=2CCN(CC2C=C1)C(=O)NC1COCC1)C